2-methyl-3,4-diphenyl-9H-indeno[2,1-b]pyridine CC1=C(C(=C2C(=N1)CC=1C=CC=CC12)C1=CC=CC=C1)C1=CC=CC=C1